ClC1=NC(N(C=C1)C)=O 4-chloro-1-methylpyrimidin-2(1H)-one